tert-butyl 3-(2-((2-((1-(naphthalen-1-yl)cyclopropyl)carbamoyl)benzyl)amino)-2-oxoacetamido)azetidine-1-carboxylate C1(=CC=CC2=CC=CC=C12)C1(CC1)NC(=O)C1=C(CNC(C(=O)NC2CN(C2)C(=O)OC(C)(C)C)=O)C=CC=C1